N1=C(N=CC=C1)N1CCN(CC1)CC(=O)O 2-(4-(pyrimidin-2-yl)piperazin-1-yl)acetic acid